6-(oxiran-2-ylmethoxy)isoquinoline O1C(C1)COC=1C=C2C=CN=CC2=CC1